2-bromo-1-(5-fluoro-2-pyridinyl)pyridine BrC1N(C=CC=C1)C1=NC=C(C=C1)F